C(#N)C=1N(C2=C(C=CC(=C2C1)OC)F)CCNC1=CC(=NC=N1)C1=CC(=CS1)F 5-{6-[2-(2-Cyano-7-fluoro-4-methoxy-indol-1-yl)-ethylamino]-pyrimidin-4-yl}-3-fluoro-thiophen